C(CCCCO)O Pentylenglycol